Cl.FC1=C(C=CC(=C1F)C=1C=NNC1)C=1SC(=NN1)N1CC2(C1)CCNCC2 2-(2,3-Difluoro-4-(1H-pyrazol-4-yl)phenyl)-5-(2,7-diazaspiro[3.5]nonan-2-yl)-1,3,4-thiadiazole Hydrochloride Salt